C(OCCCCCCCC\C=C/CCCCCCCC)(OCCCCCCCC\C=C/CCCCCCCC)=O dioleyl carbonate